C(=O)=C(C(C(C(C(=O)O)=C=O)=C=O)=C=O)C Tetracarbonyl-caproic acid